2-(4-{3-[4-(benzylthio)phenyl]propoxy}phenyl)-4,4,5,5-tetramethyl-1,3,2-dioxaborolane C(C1=CC=CC=C1)SC1=CC=C(C=C1)CCCOC1=CC=C(C=C1)B1OC(C(O1)(C)C)(C)C